(1-(4-cyano-3-trifluoromethylphenyl)-1H-pyrazol-3-yl)acetic acid C(#N)C1=C(C=C(C=C1)N1N=C(C=C1)CC(=O)O)C(F)(F)F